Acetyl-D-alanine C(C)(=O)N[C@H](C)C(=O)O